N-(3-((1s,3s)-3-methyl-1-(4-methyl-4H-1,2,4-triazol-3-yl)cyclobutyl)phenyl)-6-(((1-methylcyclobutyl)amino)methyl)imidazo[1,2-a]pyridine-8-carboxamide CC1CC(C1)(C1=NN=CN1C)C=1C=C(C=CC1)NC(=O)C=1C=2N(C=C(C1)CNC1(CCC1)C)C=CN2